2-methylsulfanyl-7-[(3r,4r)-4-methyltetrahydrofuran-3-yl]pyrrolo[2,3-d]pyrimidine-6-carboxylic acid CSC=1N=CC2=C(N1)N(C(=C2)C(=O)O)[C@H]2COC[C@@H]2C